OC1[C@@H](N(CC1)C(=O)OC(C)(C)C)C tert-butyl (2S)-3-hydroxy-2-methylpyrrolidine-1-carboxylate